bis(7-(4-(4-(benzo[b]thiophen-4-yl)piperazin-1-yl)butoxy)quinolin-2-yl) tetradecanedioate C(CCCCCCCCCCCCC(=O)OC1=NC2=CC(=CC=C2C=C1)OCCCCN1CCN(CC1)C1=CC=CC=2SC=CC21)(=O)OC2=NC1=CC(=CC=C1C=C2)OCCCCN2CCN(CC2)C2=CC=CC=1SC=CC12